C(C)(C)(C)NC(C1=CC=C(C=C1)NC1=NC(=NC=2N1N=CC2)C2=C(C=CC=C2F)Cl)=O N-(tert-butyl)-4-((2-(2-chloro-6-fluorophenyl)pyrazolo[1,5-a][1,3,5]triazin-4-yl)amino)benzamide